3-[3-(Chloromethyl)-4-phenoxyphenyl]-1-(3-methylphenyl)urea ClCC=1C=C(C=CC1OC1=CC=CC=C1)NC(NC1=CC(=CC=C1)C)=O